ClC1(C(C(C(C1(F)F)(F)F)(F)F)(Cl)F)Cl 1,1,2-trichloroheptafluorocyclopentane